2-((4-chloro-5-(4,4,5,5-tetramethyl-1,3,2-dioxaborolan-2-yl)-1H-indazol-1-yl)methyl)-1,1,1,3,3,3-hexafluoropropan-2-ol ClC1=C2C=NN(C2=CC=C1B1OC(C(O1)(C)C)(C)C)CC(C(F)(F)F)(C(F)(F)F)O